C(C1=CC=CC=C1)(C1=CC=CC=C1)N1CCC(CC1)N1C(C2=CC=C(C=C2C1)Br)=O 2-(1-benzhydryl-piperidin-4-yl)-5-bromoisoindolin-1-one